N[C@@H](C(=O)O)CNC(C1=CC(=CC(=C1)F)C=1N(N=CC1Cl)CC)=O (R)-2-amino-3-((3-(4-chloro-2-ethyl-pyrazol-3-yl)-5-fluoro-benzoyl)amino)propanoic acid